N-(4,4-difluorocyclohexyl)-5-(2-methyl-1-(tetrahydro-2H-pyran-4-yl)-1H-imidazo[4,5-b]pyridin-6-yl)pyrrolo[2,1-f][1,2,4]triazin-2-amine FC1(CCC(CC1)NC1=NN2C(C=N1)=C(C=C2)C=2C=C1C(=NC2)N=C(N1C1CCOCC1)C)F